FC=1C=C(C=C(C1F)C1=CC(=NC=C1)OC)O 3,4-difluoro-5-(2-methoxypyridin-4-yl)phenol